3-(5-((1-benzyl-1,2,3,6-tetrahydropyridin-4-yl)methoxy)-6-bromo-1-oxoisoindol-2-yl)piperidine-2,6-dione C(C1=CC=CC=C1)N1CCC(=CC1)COC=1C=C2CN(C(C2=CC1Br)=O)C1C(NC(CC1)=O)=O